C(C)C1CN(CCN1)C1=NC(=NC=C1C1=CC(=C(C=C1)OC1=NC=CC(=N1)C)F)NC=1C=NN(C1)C 4-(3-ethylpiperazin-1-yl)-5-(3-fluoro-4-((4-methylpyrimidin-2-yl)oxy)phenyl)-N-(1-methyl-1H-pyrazol-4-yl)pyrimidin-2-amine